tert-butyl (R)-3-((6-(2-(methoxymethoxy)-4-(trifluoromethyl)phenyl)-5-methylpyridazin-3-yl)thio)piperidine-1-carboxylate COCOC1=C(C=CC(=C1)C(F)(F)F)C1=C(C=C(N=N1)S[C@H]1CN(CCC1)C(=O)OC(C)(C)C)C